C(CCCCCCCCCCC)(=O)C(C1=CC=CC=C1)S(=O)(=O)O lauroyl-toluenesulfonic acid